BrC=1C(=C(C(=O)OCOC)C(=C(C1OC(C1=C(C=C(C=C1OCCC)O)C)=O)C)C)OCOC methoxymethyl 3-bromo-4-((4-hydroxy-2-methyl-6-propoxybenzoyl)oxy)-2-(methoxymethoxy)-5,6-dimethylbenzoate